C(C)(=O)C1=C(N(C2=C(C=CC(=C2C1=O)Cl)Br)S(=O)(=O)C1=CC=C(C=C1)C(C)(C)C)SC 3-acetyl-8-bromo-1-((4-(tert-butyl)phenyl)sulfonyl)-5-chloro-2-(methylthio)quinolin-4(1H)-one